2-(3-bromothien-2-yl)acetonitrile BrC1=C(SC=C1)CC#N